4-cyclopropyl-7-(2-((2-cyclopropyl-4-(piperazin-1-yl)phenyl)amino)-5-(trifluoromethyl)pyrimidin-4-yl)-3,4-dihydrothieno[2,3-f][1,4]thiazepin-5(2H)-one 1,1-dioxide C1(CC1)N1CCS(C2=C(C1=O)SC(=C2)C2=NC(=NC=C2C(F)(F)F)NC2=C(C=C(C=C2)N2CCNCC2)C2CC2)(=O)=O